ClC1=C(C(=CC=C1Cl)O)C1CC(N(C1)CCCNOC)=O 4-(2,3-Dichloro-6-hydroxyphenyl)-1-(3-(methoxyamino)propyl)pyrrolidin-2-one